COC1=CC=C(CN2N=NC(=C2OC2=CC=C(C=C2)N2CCNCC2)C(=O)OC)C=C1 methyl 1-(4-methoxybenzyl)-5-(4-(piperazin-1-yl) phenoxy)-1H-1,2,3-triazole-4-carboxylate